NC1=NC=2C=C(C(=CC2C2=C1N(N=C2)C)C(=O)N([C@H]2COCC1=C2C=CC(=C1)OC(F)(F)F)C)F 4-amino-7-fluoro-N,3-dimethyl-N-((4R)-7-(trifluoromethoxy)-3,4-dihydro-1H-2-benzopyran-4-yl)-3H-pyrazolo[3,4-c]quinoline-8-carboxamide